ClC1=CC=C2C(=C(C(N(C2=C1)C1=C(C=CC=C1)Cl)=O)C#N)NC 7-chloro-1-(2-chlorophenyl)-4-(methylamino)-2-oxo-1,2-dihydroquinoline-3-carbonitrile